N-(3-(2-(dimethylamino)ethyl)-1H-indol-4-yl)methanesulfonamide CN(CCC1=CNC2=CC=CC(=C12)NS(=O)(=O)C)C